(S)-N-(3-(1-((3-methyl-1H-pyrazolo[3,4-b]pyrazin-5-yl)amino)ethyl)phenyl)-6-(trifluoromethoxy)nicotinamide CC1=NNC2=NC=C(N=C21)N[C@@H](C)C=2C=C(C=CC2)NC(C2=CN=C(C=C2)OC(F)(F)F)=O